N-(cyclopentylmethyl)-5-methylpyrazole C1(CCCC1)CN1N=CC=C1C